C(=O)O.COC1=CC=C(C=C1)C1=NOC(=N1)N1CCC(CC1)C(=O)NC[C@@H]1CN(CC1)C[C@@H]1CN(CCC1)C 1-(3-(4-Methoxyphenyl)-1,2,4-oxadiazol-5-yl)-N-(((R)-1-(((S)-1-methylpiperidin-3-yl)methyl)pyrrolidin-3-yl)methyl)piperidine-4-carboxamide formate